O=C1NC(CCC1N1C(C2=CC=CC(=C2C1=O)N1CCC(CC1)CCN1CCNCC1)=O)=O 4-(2-(1-(2-(2,6-dioxopiperidin-3-yl)-1,3-dioxoisoindolin-4-yl)piperidin-4-yl)ethyl)piperazin